FC1(CCN(CC1)C(=O)C=1C=C2C(=NC1)N(C(=C2)CCC(C)(C)O)C2=CC=C(C=C2)C2=NOC(=N2)C)F (4,4-difluoropiperidin-1-yl)(2-(3-hydroxy-3-methylbutyl)-1-(4-(5-methyl-1,2,4-oxadiazol-3-yl)phenyl)-1H-pyrrolo[2,3-b]pyridin-5-yl)methanone